FC(C1=NN=C(S1)C1=NC(=NC2=C(C=C(C=C12)S(=O)(=O)NC1(CC1)C)N1CC(NC(C1)CF)(C)C)C)F 4-(5-(difluoromethyl)-1,3,4-thiadiazol-2-yl)-8-(5-(fluoromethyl)-3,3-dimethylpiperazin-1-yl)-2-methyl-N-(1-methylcyclopropyl)quinazoline-6-sulfonamide